ClC1=NC2=CC(=C3C(=C2C=C1)C(NC3C3=C(C=CC(=C3)F)Cl)=C=O)NC(=O)N3C(C(C1=CC=CC=C31)(C(F)(F)F)O)([2H])[2H] N-(7-chloro-3-(2-chloro-5-fluorophenyl)-1-carbonyl-2,3-dihydro-1H-pyrrolo[3,4-f]quinolin-4-yl)-3-hydroxy-3-(trifluoromethyl)indole-2,2-d2-1-carboxamide